COC1=C2C(=NN(C2=CC=C1C(C(F)(F)F)C)C)N 4-Methoxy-1-methyl-5-(1,1,1-trifluoropropan-2-yl)-1H-indazol-3-amine